4-{[3-(4-{[(3S,4R)-1-ethyl-3-fluoropiperidin-4-yl]amino}-1-(2,2,2-trifluoroethyl)-1H-indol-2-yl)prop-2-yn-1-yl]amino}-3-methoxybenzamide C(C)N1C[C@@H]([C@@H](CC1)NC1=C2C=C(N(C2=CC=C1)CC(F)(F)F)C#CCNC1=C(C=C(C(=O)N)C=C1)OC)F